tert-butyl 4-[3-(1-benzyloxycarbonylazetidin-3-yl)oxypropyl]piperidine-1-carboxylate C(C1=CC=CC=C1)OC(=O)N1CC(C1)OCCCC1CCN(CC1)C(=O)OC(C)(C)C